tert-butyl (S)-(1-(6-(2-(2-methylpyridin-4-yl)oxazole-4-carboxamido)-2-morpholinothiazolo[4,5-b]pyridin-5-yl)piperidin-3-yl)carbamate CC1=NC=CC(=C1)C=1OC=C(N1)C(=O)NC=1C=C2C(=NC1N1C[C@H](CCC1)NC(OC(C)(C)C)=O)N=C(S2)N2CCOCC2